C[C@@H]1N(CC[C@@H](C1)OC[C@@H]1N(CCC[C@@H]1NS(=O)(=O)C)C(=O)OC(C)C)C1=NC=CC=N1 isopropyl cis-2-(((cis-2-methyl-1-(pyrimidin-2-yl)piperidin-4-yl)oxy)methyl)-3-((methylsulfonyl)amino)piperidine-1-carboxylate